2-chloro-6,7-difluoroquinoline-3-carboxylic acid ClC1=NC2=CC(=C(C=C2C=C1C(=O)O)F)F